Cl.CC=1N=CSC1C1=CC=C(C=C1)[C@H](C)N (1S)-1-[4-(4-methyl-1,3-thiazol-5-yl)phenyl]ethanamine hydrochloride